(R)-N-(1-methyl-3-(3-(1-(tetrahydro-2H-pyran-3-yl)-1H-pyrazol-4-yl)phenyl)-1H-pyrazolo[3,4-c]pyridin-5-yl)cyclopropanecarboxamide CN1N=C(C=2C1=CN=C(C2)NC(=O)C2CC2)C2=CC(=CC=C2)C=2C=NN(C2)[C@H]2COCCC2